CC1=NC=NC(=C1C=1C=C(C=CC1OCCN1CC(C1)F)NC(C1=CC=CC=C1)=O)C N-[3-(4,6-dimethylpyrimidin-5-yl)-4-[2-(3-fluoroazetidin-1-yl)ethoxy]phenyl]benzamide